Cl.BrC1=CC=C(C=C1)CN (4-bromophenyl)methanamine hydrochloride